N-ethyl-2-(6-fluoro-4-methoxy-1H-indol-3-yl)-N-isopropyl-2-oxoacetamide C(C)N(C(C(=O)C1=CNC2=CC(=CC(=C12)OC)F)=O)C(C)C